NCCCN(CCCN(C)C)CCCN(C)C (3-aminopropyl)-bis[3-(dimethylamino)propyl]amine